FC1=C(C=CC(=C1)F)C1(CC(=CC=C1)NC1=C(C=C(C=C1)F)F)N 1,N3-bis(2,4-difluorophenyl)benzene-1,3-diamine